C(CCCCCCCCCCCCCCCCCCCCCC)I n-tricosyl iodide